C(C1=CC=CC=C1)ON1C(N(C2=C(C1=O)SC(=C2)C#C[Si](C)(C)C)CC2CCC2)=O 3-benzyloxy-1-(cyclobutylmethyl)-6-((trimethylsilyl)ethynyl)-thienopyrimidine-2,4(1h,3h)-dione